(R)-3-((4-hydroxy-1-(3-phenylbutanoyl)piperidin-4-yl)methyl)-6-(8-methyl-5-oxa-2,8-diazaspiro[3.5]nonan-2-yl)pyrimidin-4(3H)-one OC1(CCN(CC1)C(C[C@@H](C)C1=CC=CC=C1)=O)CN1C=NC(=CC1=O)N1CC2(C1)OCCN(C2)C